4-(4-(3-aminopropionyl)-1,4-diazepan-1-yl)-6,7-dimethoxyquinoline-3-carbonitrile hydrochloride Cl.NCCC(=O)N1CCN(CCC1)C1=C(C=NC2=CC(=C(C=C12)OC)OC)C#N